ClC1=CC=C(C=C1)C=1N=C(NC(C1C#N)=O)SCC(=O)C=1C=CC2=C(NC(C(O2)C)=O)C1 4-(4-chlorophenyl)-2-{[2-(2-methyl-3-oxo-3,4-dihydro-2H-1,4-benzoxazin-6-yl)-2-oxoethyl]sulfanyl}-6-oxo-1,6-dihydro-5-pyrimidinecarbonitrile